C12C3CCC(C3C1)CC2 tricyclo[3.2.2.02,6]-nonane